(2S,4R)-1-[2-(1,2-benzoxazol-3-yl)acetyl]-4-fluoro-N-[(S)-phenyl[4-(propan-2-yl)phenyl]methyl]pyrrolidine-2-carboxamide O1N=C(C2=C1C=CC=C2)CC(=O)N2[C@@H](C[C@H](C2)F)C(=O)N[C@H](C2=CC=C(C=C2)C(C)C)C2=CC=CC=C2